[Li].[Ni] nickel-lithium